1-{2-[(3S)-3-(dimethylamino)piperidin-1-yl]-6-fluorophenyl}ethan-1-one CN([C@@H]1CN(CCC1)C1=C(C(=CC=C1)F)C(C)=O)C